OC=1C(=C(C(=O)C2=CC=C(C=C2)OCCCC)C=CC1OC(C)C)O dihydroxy-4-isopropoxy-4'-n-butoxybenzophenone